1-ethoxy-4-(3-iodobutyl)benzene C(C)OC1=CC=C(C=C1)CCC(C)I